BrC1=NC(=CC=C1C#N)Br 2,6-dibromopyridin-3-carbonitrile